N,N,N-trimethylammonium ethylacrylate chloride [Cl-].C(C)OC(C=C)=O.C[NH+](C)C